1-ethyl-1-vinyl-1-silacyclopentane C(C)[Si]1(CCCC1)C=C